BrC1=CC=C(C=C1)N1N=C(C(=C1)[C@@H]1O[C@H](C(N1CCC1=CC(=C(C=C1)N)N)=O)C)C1=CC=C(C=C1)F (2S,5S)-2-(1-(4-bromophenyl)-3-(4-fluorophenyl)-1H-Pyrazol-4-yl)-3-(3,4-diaminophenethyl)-5-methyloxazolidin-4-one